C(N)(=O)[C@@H]1C[C@@]2(CN1C(=O)OC(C)(C)C)C(NC1=C(S2(=O)=O)C=CC=C1)=O t-butyl (2R,5'S)-5'-carbamoyl-3-oxo-3,4-dihydrospiro[benzo[b][1,4]thiazine-2,3'-pyrrolidine]-1'-carboxylate 1,1-dioxide